tert-Butyl 5-oxo-5,6,9,10-tetrahydro-4H-isoxazolo[3,4-c]pyrido[4',3':3,4]pyrazolo-[1,5-a]azepine-11(12H)-carboxylate O=C1CC=2C(C=3N(C1)N=C1C3CN(CC1)C(=O)OC(C)(C)C)=NOC2